trans-5-(2-(3,4-dimethoxyphenyl)cyclopropyl)-2,2'-bipyrimidine COC=1C=C(C=CC1OC)[C@H]1[C@@H](C1)C=1C=NC(=NC1)C1=NC=CC=N1